2-(4-chlorophenyl)-3-(methylthio)-3a,8a-dihydrofuro[2,3-b]benzofuran ClC1=CC=C(C=C1)C1=C(C2C(OC3=C2C=CC=C3)O1)SC